5-hydroxy-1-(2-methoxyphenyl)-2-methyl-4-(piperidin-1-ylmethyl)-1H-indole-3-carboxylic acid ethyl ester C(C)OC(=O)C1=C(N(C2=CC=C(C(=C12)CN1CCCCC1)O)C1=C(C=CC=C1)OC)C